5-bromo-2-hydroxybenzonitrile BrC=1C=CC(=C(C#N)C1)O